2-benzyl-3-chloro-6-(2,2-difluoroethyl)-2,4,5,6-tetrahydro-7H-pyrazolo[3,4-c]pyridine-7-one C(C1=CC=CC=C1)N1N=C2C(N(CCC2=C1Cl)CC(F)F)=O